methyl-beta-(3,5-di-tert-butyl-4-hydroxyphenyl)propionic acid CC(C(=O)O)CC1=CC(=C(C(=C1)C(C)(C)C)O)C(C)(C)C